ClC1=C(C=CC=C1C1=CC=C(C(=N1)C(F)(F)F)CNC[C@@H]1CCC(N1)=O)C1=C(C(=CC=C1)NC=1C2=C(N=C(N1)C)C=CC=N2)C (S)-5-((((6-(2-chloro-2'-methyl-3'-((2-methylpyrido[3,2-d]pyrimidin-4-yl)amino)-[1,1'-biphenyl]-3-yl)-2-(trifluoromethyl)pyridin-3-yl)methyl)amino)methyl)pyrrolidin-2-one